C(CCC)(=O)OC=1C=CC=C2C=CNC12 1H-indol-7-yl butyrate